2-(2,2,2-trifluoroethoxy)phenol FC(COC1=C(C=CC=C1)O)(F)F